S1C=C(C=C1)N1CC(=CC2=CC=CC(=C12)C(=O)N)C(=O)N (thiophen-3-yl)-1,2-dihydroquinoline-3,8-dicarboxamide